2-(6-azaspiro[2.5]octan-6-yl)-6-(4,4-dimethyl-2-oxo-1,3-oxazolidin-3-yl)-N-(6-((2R)-2-methyl-4-morpholinyl)-2-pyridinyl)-3-pyridinecarboxamide C1CC12CCN(CC2)C2=NC(=CC=C2C(=O)NC2=NC(=CC=C2)N2C[C@H](OCC2)C)N2C(OCC2(C)C)=O